3-(1,2-dimethyl-1H-indol-3-yl)benzo[c]isoxazole CN1C(=C(C2=CC=CC=C12)C1=C2C(=NO1)C=CC=C2)C